[Al].N(=O)N(O)C1=CC=CC=C1 N-nitrosophenyl-hydroxylamine aluminum salt